COC([C@@H](NC(=O)C=1N=C(SC1)C1=CC(=CC=C1)NC(=O)OC(C)(C)C)CO)=O (2-(3-((tert-Butoxycarbonyl)amino)phenyl)thiazole-4-carbonyl)serine methyl ester